(R,R)-N-(benzylsulfonyl)-1,2-diphenylethylenediamine C(C1=CC=CC=C1)S(=O)(=O)N[C@@H]([C@H](N)C1=CC=CC=C1)C1=CC=CC=C1